C1(CCCCC1)C=1C=C(C=C(C1)C1CCCCC1)N(C1=CC=C(C(=O)N)C=C1)CC1OCCC1 4-((3,5-dicyclohexylphenyl)((tetrahydrofuran-2-yl)methyl)amino)benzamide